2-[[[7-fluoro-2-(hydroxymethyl)-2,3-dihydro-1H-inden-4-yl]amino]methylene]malonic acid diethyl ester C(C)OC(C(C(=O)OCC)=CNC1=C2CC(CC2=C(C=C1)F)CO)=O